2,6-dibromo-4-nonylphenyl acrylate C(C=C)(=O)OC1=C(C=C(C=C1Br)CCCCCCCCC)Br